Nickel monobromide [Ni]Br